2-(4-(4-amino-8-methylimidazo[1,5-a]quinoxalin-7-yl)-1-methyl-1H-pyrazol-5-yl)-4-chloro-6-cyclopropyloxy-3-fluorobenzonitrile NC=1C=2N(C3=CC(=C(C=C3N1)C=1C=NN(C1C1=C(C#N)C(=CC(=C1F)Cl)OC1CC1)C)C)C=NC2